Methyl 2-(4-amino-3-fluoro-[1,1'-biphenyl]-2-yl)acetate NC1=C(C(=C(C=C1)C1=CC=CC=C1)CC(=O)OC)F